C1(=CC=CC=C1)C1=NC(=NC(=N1)C1=CC=CC=C1)C=1C=C(C=C(C1)N1C2=CC=CC=C2C=2C=C(C=CC12)C)N1C2=CC=CC=C2C=2C=C(C=CC12)C 9,9'-(5-(4,6-diphenyl-1,3,5-triazin-2-yl)-1,3-phenylene)bis(3-methyl-9H-carbazole)